OC1C(OC2=CC(=CC(=C2C1=O)O)O)C1=CC(=C(C=C1)O)O 3,5,7-trihydroxy-2-(3,4-dihydroxyphenyl)chroman-4-one